pyrido[2,3-d]pyridin-2(1H)-one N1C(C=CC=2C1=CC=NC2)=O